CN(C)CC1(CC1)COC=1N=C(C2=C(N1)CN(CC2)C2=CC=CC1=CC=CC(=C21)CC)NCC2=NN(C=N2)C(C)C 2-((1-((dimethylamino)methyl)cyclopropyl)methoxy)-7-(8-ethylnaphthalen-1-yl)-N-((1-isopropyl-1H-1,2,4-triazol-3-yl)methyl)-5,6,7,8-tetrahydropyrido[3,4-d]pyrimidin-4-amine